BrC1=C(C=CC(=C1)F)C1=NNC(OC12CCN(CC2)C[C@H](C)NC(C(=O)NC)=O)=O (S)-N1-(1-(5-(2-bromo-4-fluorophenyl)-2-oxo-1-oxa-3,4,9-triazaspiro[5.5]undec-4-en-9-yl)propan-2-yl)-N2-methyloxalamide